methyl (R)-2-formylmorpholine-4-carboxylate C(=O)[C@H]1CN(CCO1)C(=O)OC